ClC=1CC2CCC(C1)C2 3-chloro-bicyclo[3.2.1]-3-octene